isostearamidoethyldiethylaminoacetate C(CCCCCCCCCCCCCCC(C)C)(=O)NCCOC(CN(CC)CC)=O